CN(C(OC(C)(C)C)=O)CC1=C(C=CC=C1)C1=CSC(=C1)[C@@H](C)NC1=NN=CC2=CC=C(C=C12)C=1C=NN(C1)C tert-butyl (R)-methyl(2-(5-(1-((7-(1-methyl-1H-pyrazol-4-yl)phthalazin-1-yl)amino)ethyl)thiophen-3-yl)benzyl)carbamate